4-benzyl-N-tert-butyl-2-(2-diazoacetyl)-2,3-dihydro-1,4-benzoxazine-6-carboxamide C(C1=CC=CC=C1)N1CC(OC2=C1C=C(C=C2)C(=O)NC(C)(C)C)C(C=[N+]=[N-])=O